(3R,5R)-5-(3-((2-(methoxymethyl) pyrazolo[1,5-a]pyrazin-4-yl)amino)-1H-pyrazol-5-yl)tetrahydrofuran-3-yl ((S)-1-(3-methyloxetan-3-yl)ethyl)carbamate CC1(COC1)[C@H](C)NC(O[C@H]1CO[C@H](C1)C1=CC(=NN1)NC=1C=2N(C=CN1)N=C(C2)COC)=O